5-(6,6-difluorobicyclo[3.1.0]hexane-1-yl)-7-(phenylsulfonyl)-7H-pyrrolo[2,3-d]pyrimidin-4-ol FC1(C2CCCC12C1=CN(C=2N=CN=C(C21)O)S(=O)(=O)C2=CC=CC=C2)F